N-(3-hydroxy-2,3-dihydro-1H-inden-5-yl)-3-(trifluoromethyl)benzenesulfonamide OC1CCC2=CC=C(C=C12)NS(=O)(=O)C1=CC(=CC=C1)C(F)(F)F